5-bromo-7-chloro-8-fluoro-2-(((2R,7aS)-2-fluorotetrahydro-1H-pyrrolizin-7a(5H)-yl)methoxy)pyrido[4,3-d]pyrimidin-4-ol BrC1=NC(=C(C=2N=C(N=C(C21)O)OC[C@]21CCCN1C[C@@H](C2)F)F)Cl